NC1=CC(CC(=C1)C1=C(C=CC=C1)Br)(C)C 2-amino-4-(2-bromophenyl)-6,6-dimethyl-5,6-dihydrobenzol